2-bromocyclohexane-1-ene-1-carboxamide BrC1=C(CCCC1)C(=O)N